C(C)(C)(C)OC(=O)N1C[C@H](O[C@@H](C1)C)COCC1=CC=CC=C1 (2s,6r)-2-[(benzyloxy)methyl]-6-methylmorpholine-4-carboxylic acid tert-butyl ester